2-(1-Benzothien-2-yl)-5-nitrobenzoic acid methyl ester COC(C1=C(C=CC(=C1)[N+](=O)[O-])C=1SC2=C(C1)C=CC=C2)=O